2-(5-Fluoropyridin-3-yl)-N-[(2S)-3-hydroxy-3-methylbutan-2-yl]-3-oxo-6-[6-(trifluoromethyl)pyridin-3-yl]-2,3-dihydropyridazine-4-carboxamide FC=1C=C(C=NC1)N1N=C(C=C(C1=O)C(=O)N[C@@H](C)C(C)(C)O)C=1C=NC(=CC1)C(F)(F)F